BrC1=CC=C(C=C1)C(=CCO)C1=CC=C(C=C1)C 3-(4-bromophenyl)-3-(4-methylphenyl)prop-2-en-1-ol